O1SCCC1 dihydro-oxathiol